2,7-di(tert-butyl)carbazole C(C)(C)(C)C1=CC=2NC3=CC(=CC=C3C2C=C1)C(C)(C)C